tert-butyl 2-(3-cyano-6,7-dimethoxyquinolin-4-yl)-2-azaspiro[3.3]heptan-6-ylcarbamate C(#N)C=1C=NC2=CC(=C(C=C2C1N1CC2(C1)CC(C2)NC(OC(C)(C)C)=O)OC)OC